CS(=O)(=O)OCC=1C(=NC=CC1)NC1C(NC(CC1)=O)=O (2-((2,6-dioxopiperidin-3-yl)amino)pyridin-3-yl)methyl methanesulfonate